CC(CCC(C=1N=NNN1)NC1=NC2=CC=CC=C2C=C1)C [4-methyl-1-(2H-tetraazol-5-yl)pentyl]-2-quinolylamine